C(#N)C1=C(C=CC=C1)[C@@H]([C@@H](C)C=1N(C(C(=C(N1)C(=O)NC=1C=NOC1)O)=O)C)C=1C=NN(C1)C([2H])([2H])[2H] 2-((1R,2R)-1-(2-cyanophenyl)-1-(1-(methyl-d3)-1H-pyrazol-4-yl)propan-2-yl)-5-hydroxy-N-(isoxazol-4-yl)-1-methyl-6-oxo-1,6-dihydropyrimidine-4-carboxamide